[4-[1-(2,6-dioxo-3-piperidinyl)-3-methyl-2-oxo-benzoimidazol-4-yl]piperazin-1-yl]-3,3-difluoro-piperidine-1-carboxylic acid tert-butyl ester C(C)(C)(C)OC(=O)N1C(C(CCC1)(F)F)N1CCN(CC1)C1=CC=CC=2N(C(N(C21)C)=O)C2C(NC(CC2)=O)=O